CSC(CCC1=CC2=CC=CC=C2C=C1)C 2-(3-methylthiobutyl)naphthalene